CC(=O)N[C@@H]1[C@H](C[C@@](O[C@H]1[C@@H]([C@@H](CO)O)O)(C(=O)O)O[C@@H]2[C@H]([C@@H](O[C@@H]([C@@H]2O[C@H]3[C@@H]([C@H]([C@H]([C@H](O3)CO)O)O[C@H]4[C@@H]([C@H]([C@H]([C@H](O4)CO)O)O)O)NC(=O)C)CO)O[C@@H]5[C@H](OC([C@@H]([C@H]5O)O)O)CO)O)O The molecule is a branched amino pentasaccharide consisting of the linear sequence beta-D-Gal-(1->3)-beta-D-GalNAc-(1->4)-beta-D-Gal-(1->4)-D-Glc having a Neu5Ac residue attached to the inner galactose via an alpha-(2->3) linkage. It is an amino pentasaccharide and a galactosamine oligosaccharide.